cis-4-hexene CCC\C=C/C